COC(=O)N1CCC(CC1)CN1CCC(CC1)C1=CC2=C(N(C(N2C)=O)C2C(NC(CC2)=O)=O)C=C1F methyl-4-((4-(1-(2,6-dioxopiperidin-3-yl)-6-fluoro-3-methyl-2-oxo-2,3-dihydro-1H-benzo[d]imidazol-5-yl)piperidin-1-yl)methyl)piperidine-1-carboxylate